CC1(CN(CCN1)C(CC(C)=O)=O)C 1-(3,3-dimethylpiperazin-1-yl)butane-1,3-dione